OC1=C(C=CC=C1)C1=NC(=NC(=N1)C1=CC=C(C=C1)OC)C1=CC=CC=C1 2-(2-hydroxyphenyl)-4-(4-methoxy-phenyl)-6-phenyl-1,3,5-triazine